N-(((1r,4R)-4-aminocyclohexyl)methyl)-6-((2R,6S)-2,6-diethylmorpholino)-2-methylpyridin-3-amine NC1CCC(CC1)CNC=1C(=NC(=CC1)N1C[C@H](O[C@H](C1)CC)CC)C